(trifluoromethylsulfonyloxy)bicyclo[2.2.1]hept-5-ene-2,3-dicarboximide FC(S(=O)(=O)OC12C3C(C(C=C1)C2)C(NC3=O)=O)(F)F